CC(C(=O)Cl)C1=CC=C(C=C1)[N+](=O)[O-] alpha-methyl-4-nitrophenylacetic acid chloride